(E)-3-[3-[(4-Chloro-2-methylphenoxy)methyl]-4-methoxyphenyl]-1-(2,4-dihydroxyphenyl)prop-2-en-1-one ClC1=CC(=C(OCC=2C=C(C=CC2OC)/C=C/C(=O)C2=C(C=C(C=C2)O)O)C=C1)C